C(C)(C)(C)N1N=CC(=C1)C(=O)NCC1=NC(=NO1)C1=CC(=C2C=CN(C2=C1)CC(F)(F)F)NC1CCN(CC1)C 1-(tert-butyl)-N-((3-(4-((1-methylpiperidin-4-yl)amino)-1-(2,2,2-trifluoroethyl)-1H-indol-6-yl)-1,2,4-oxadiazol-5-yl)methyl)-1H-pyrazole-4-carboxamide